CC(C[C@@H](C(=O)NC1=CC=C(C=C1)N1CCOCC1)NS(=O)(=O)C1=CC=C(C=C1)C)C (S)-4-Methyl-2-(4-methylphenylsulfonamido)-N-(4-morpholinophenyl)pentanamide